4-((3-chloro-4-fluorophenyl)amino)-7-fluoro-1H-indole-2-carboxylic acid ClC=1C=C(C=CC1F)NC1=C2C=C(NC2=C(C=C1)F)C(=O)O